methyl 2-[[N-[(7R)-8-cyclopentyl-7-ethyl-5-methyl-6-oxo-7H-pteridin-2-yl]-2-methoxy-4-[(1-methyl-4-piperidyl)carbamoyl]anilino]methyl]prop-2-enoate C1(CCCC1)N1[C@@H](C(N(C=2C=NC(=NC12)N(C1=C(C=C(C=C1)C(NC1CCN(CC1)C)=O)OC)CC(C(=O)OC)=C)C)=O)CC